[K+].FC(C(C(C(C(C(F)(F)F)(F)F)(F)F)(F)F)(F)F)(S(=O)(=O)[O-])F perfluoro-1-hexanesulfonic acid potassium salt